COC1=NC=NC2=CC(=CC(=C12)OCC1=CC=C(C=C1)OC)N1CCOCC1 4-[4-methoxy-5-[(4-methoxyphenyl)methoxy]quinazolin-7-yl]morpholine